7-(5-(trifluoromethyl)pyrazin-2-yl)-2,7-diazaspiro[3.5]nonane hydrochloride Cl.FC(C=1N=CC(=NC1)N1CCC2(CNC2)CC1)(F)F